methyl 5-chloro-2-(N-((1S)-2-(6-fluoro-2,3-dimethylphenyl)-1-(5-oxo-4,5-dihydro-1,3,4-oxadiazol-2-yl) propyl) sulfamoyl)-3-methoxybenzoate ClC=1C=C(C(=C(C(=O)OC)C1)S(N[C@@H](C(C)C1=C(C(=CC=C1F)C)C)C=1OC(NN1)=O)(=O)=O)OC